COC=1C=CC(=NC1)C#N 5-methoxypyridine-2-carbonitrile